N1-((S)-4-methyl-1-oxo-1-(((S)-3-oxo-1-((S)-2-oxopyrrolidin-3-yl)-4-(2,3,5,6-tetrafluorophenoxy)butan-2-yl)amino)pentan-2-yl)-N2-(o-tolyl)oxalamide CC(C[C@@H](C(N[C@@H](C[C@H]1C(NCC1)=O)C(COC1=C(C(=CC(=C1F)F)F)F)=O)=O)NC(C(=O)NC1=C(C=CC=C1)C)=O)C